COC(=O)C1CCC(CC1)N1N=C(C(=C1)[N+](=O)[O-])C(F)(F)F.C(C)OC=1C(=CC(=NC1)C1=NOC(=N1)C1CCN(CC1)C(CNC(C1=CC=CC=C1)=O)=O)OC N-(2-(4-(3-(5-ethoxy-4-methoxypyridin-2-yl)-1,2,4-oxadiazol-5-yl)piperidin-1-yl)-2-oxoethyl)benzamide methyl-4-[4-nitro-3-(trifluoromethyl)pyrazol-1-yl]cyclohexanecarboxylate